C(CCCCCCC(N)=N)(N)=N octanediimidamide